N-(1-hydroxy-2-naphthyl)hexanamide OC1=C(C=CC2=CC=CC=C12)NC(CCCCC)=O